BrC1=C(C=C(C=C1)[C@H]1[C@H]([C@@H](CCC1)C(=O)OC)C(=O)OC)C#N |r| rac-dimethyl (1R,2R,3R)-3-(4-bromo-3-cyanophenyl)cyclohexane-1,2-dicarboxylate